METHYLENEDISULFONATE C(S(=O)(=O)[O-])S(=O)(=O)[O-]